2,6-dichloro-4-(pyridin-3-ylmethyl)pyridine ClC1=NC(=CC(=C1)CC=1C=NC=CC1)Cl